Cl.Cl.[C@H]1(CCCC12CCNCC2)N (1R)-8-azaspiro[4.5]decan-1-amine bishydrochloride salt